COC(=O)C1(CN(C1)S(=O)(=O)C)NC1=NC(=NC=C1)Cl 3-((2-Chloropyrimidin-4-yl)amino)-1-(methylsulfonyl)azetidine-3-carboxylic acid methyl ester